methyl 2-methyl-2-(1-methyl-6-oxo-1,6-dihydropyridin-3-yl)propanoate CC(C(=O)OC)(C)C1=CN(C(C=C1)=O)C